CC=1C(=NC=CN1)NC1CN(CCC1)C(=O)OC(C)(C)C tert-butyl 3-[(3-methylpyrazin-2-yl)amino]piperidine-1-carboxylate